FC1(CC1)C(=O)N[C@H](C(=O)N1[C@@H](C[C@H](C1)O)C(=O)NCC1=C(OCCN2CC(NCC2)=O)C=C(C=C1)C1=C(N=CS1)C)C(C)(C)C 4-(2-(2-(((2S,4R)-1-((S)-2-(1-fluorocyclopropane-1-carboxamido)-3,3-dimethylbutanoyl)-4-hydroxypyrrolidine-2-carboxamido)methyl)-5-(4-methylthiazol-5-yl)phenoxy)ethyl)-2-oxopiperazin